[3-[4-(4-Chloro-2-methylsulfonyl-phenyl)phenyl]azetidin-1-yl]-[(3R)-3-(triazol-1-yl)pyrrolidin-1-yl]methanone ClC1=CC(=C(C=C1)C1=CC=C(C=C1)C1CN(C1)C(=O)N1C[C@@H](CC1)N1N=NC=C1)S(=O)(=O)C